2-(trifluoromethyl)quinolin-4-ol FC(C1=NC2=CC=CC=C2C(=C1)O)(F)F